Tert-butyl (2-((5-chloro-2-(1H-1,2,3-triazol-1-yl)phenyl)amino)-2-oxoethyl)phenylalaninate ClC=1C=CC(=C(C1)NC(CN[C@@H](CC1=CC=CC=C1)C(=O)OC(C)(C)C)=O)N1N=NC=C1